NC1=NC=NC=2N(C3=CC=C(C=C3C21)Cl)CC(=O)OCCCC butyl 2-(4-amino-6-chloro-9H-pyrimido[4,5-b]indol-9-yl)acetate